tert-butyl (5-((4-((1-(tert-butyl)-3-((1S,3R)-3-((tert-butyldimethylsilyl)oxy)cyclopentyl)-1H-pyrazol-5-yl)amino)pyridin-2-yl)oxy)-2-methylhexan-2-yl)carbamate C(C)(C)(C)N1N=C(C=C1NC1=CC(=NC=C1)OC(CCC(C)(C)NC(OC(C)(C)C)=O)C)[C@@H]1C[C@@H](CC1)O[Si](C)(C)C(C)(C)C